BrC1=C(C=C(C=C1)C(C(=O)O)O)C 2-(4-bromo-3-methylphenyl)-2-hydroxyacetic acid